2-methyl-1,4-phenylene-bis{4-(2,3-epoxypropoxy)-2-methylbenzoate} CC1=C(C=CC(=C1)C=1C(=C(C(=O)[O-])C=CC1OCC1CO1)C)C=1C(=C(C(=O)[O-])C=CC1OCC1CO1)C